(1R,4S)-N-(3,4-dichlorophenyl)-3-(1-methyl-3-(trifluoromethyl)-1H-pyrazol-5-yl)-7-oxabicyclo[2.2.1]hept-2-ene-2-carboxamide ClC=1C=C(C=CC1Cl)NC(=O)C=1[C@H]2CC[C@@H](C1C1=CC(=NN1C)C(F)(F)F)O2